6-(4-((2-(2H-chromen-4-yl)thiazol-4-yl)methoxy)-6-methoxybenzofuran-2-yl)-2-methoxyimidazo[2,1-b][1,3,4]thiadiazole O1CC=C(C2=CC=CC=C12)C=1SC=C(N1)COC1=CC(=CC2=C1C=C(O2)C=2N=C1SC(=NN1C2)OC)OC